ClC=1C=C(C=CC1F)NC(N(C)[C@@H](C)C1=CN=C(C2=NC=CN=C21)OC)=O (S)-3-(3-chloro-4-fluorophenyl)-1-(1-(5-methoxypyrido[3,4-b]pyrazin-8-yl)ethyl)-1-methylurea